FC=1C(=NC=CC1I)NC(OC)=O methyl (3-fluoro-4-iodopyridin-2-yl)carbamate